C(C)(=O)NC1C(C2OC(OCC2OC1OC1=C(C=CC=C1)C(\C=C\C1=CC=CC=C1)=O)(C)C)OCC(=O)O 2-[[7-Acetamido-2,2-dimethyl-6-[2-[(E)-3-phenylprop-2-enoyl]phenoxy]-4,4a,6,7,8,8a-hexahydropyrano[3,2-d][1,3]dioxin-8-yl]oxy]acetic acid